(S)-2-((1-(6-((5-cyanopyridin-2-yl)methoxy)pyridin-2-yl)piperidin-4-ylidene)methyl)-7-fluoro-1-(oxetan-2-ylmethyl)-1H-benzo[d]imidazole-6-carboxylic acid C(#N)C=1C=CC(=NC1)COC1=CC=CC(=N1)N1CCC(CC1)=CC1=NC2=C(N1C[C@H]1OCC1)C(=C(C=C2)C(=O)O)F